N1=CC=CC=2OCC(C=3N(C21)C=CN3)N 6,7-dihydroimidazo[1,2-d]pyrido[3,2-b][1,4]oxazepin-7-amine